2-(6-azaspiro[2.5]oct-6-yl)-N-(6-(4-morpholinyl)-2-pyridinyl)-6-((2R)-1,1,1-trifluoro-2-hydroxy-2-propanyl)-3-pyridinecarboxamide C1CC12CCN(CC2)C2=NC(=CC=C2C(=O)NC2=NC(=CC=C2)N2CCOCC2)[C@@](C(F)(F)F)(C)O